CN1CC(OB(OC(C1)=O)C(\C=C\CCCC)NS(OC(C(F)(F)F)C(F)(F)F)(=O)=O)=O 1,1,1,3,3,3-hexafluoropropan-2-yl (E)-(1-(6-methyl-4,8-dioxo-1,3,6,2-dioxazaborocan-2-yl)hept-2-en-1-yl)sulfamate